C(C)(C)(C)OC(N(C)CCCCN)=O (4-aminobutyl)(methyl)carbamic acid tert-butyl ester